NC1=NN(C(=C1)C1CC1)C(=O)OC(C)(C)C tert-butyl 3-amino-5-cyclopropyl-1H-pyrazole-1-carboxylate